C(#N)C1=CC=C(CN2CCCN3CCCC23)C=C1 5-(4'-cyanobenzyl)-1,5-diazabicyclo[4.3.0]nonane